[N+](=O)([O-])C=1C=C(OCC2=CN=C(N2C)[N+](=O)[O-])C=C(C1)[N+](=O)[O-] 5-(3,5-dinitro-phenoxymethyl)-1-methyl-2-nitro-1H-imidazole